(2S,5S)-5-(chloromethyl)-2-methyl-4-(1-(quinoxalin-6-yl)ethyl)piperazine bismuth [Bi].ClC[C@H]1N(C[C@@H](NC1)C)C(C)C=1C=C2N=CC=NC2=CC1